FC1=CC=C(OC=2C=CC(=NC2)NC(=O)[C@H](C)N2CC(N(CC2)C(=O)C2=CC(=[N+](C=C2)[O-])CNC)(C)C)C=C1 4-{4-[(1S)-1-{[5-(4-fluorophenoxy)pyridin-2-yl]carbamoyl} ethyl]-2,2-dimethylpiperazine-1-carbonyl}-2-[(methylamino)methyl]pyridin-1-ium-1-olate